oct-1,5-dien-3-one C=CC(CC=CCC)=O